6-(2-chloro-4-fluoro-5-methoxy-phenyl)-3-(4-isoquinolyl)-1-methyl-thieno[3,2-d]pyrimidine ClC1=C(C=C(C(=C1)F)OC)C1=CC=2N(CN(CC2S1)C1=CN=CC2=CC=CC=C12)C